C(C)(=O)[C@@H]1CC[C@H](CC1)NC(OC(C)(C)C)=O tert-Butyl (trans-4-acetylcyclohexyl)carbamate